3-(dimethylphosphino)propane-1-sulfonic acid CP(CCCS(=O)(=O)O)C